OC=1C(=C(C(=CC1)C)NC(=O)C1=CN=C(S1)NC1=NN(C=C1)CCCC(=O)O)C 4-[3-[[5-[(3-Hydroxy-2,6-dimethyl-phenyl)carbamoyl]thiazol-2-yl]amino]pyrazol-1-yl]butanoic acid